(R)-3-(pyridin-4-yl)cyclohexan-1-one N1=CC=C(C=C1)[C@H]1CC(CCC1)=O